6-fluoro-3,3-bis(6-(((R)-2-hydroxyhex-5-en-1-yl)oxy)benzo[d][1,3]dioxol-5-yl)indolin-2-one FC1=CC=C2C(C(NC2=C1)=O)(C1=CC2=C(OCO2)C=C1OC[C@@H](CCC=C)O)C1=CC2=C(OCO2)C=C1OC[C@@H](CCC=C)O